5-Chloro-1-ethyl-3-(6-methylpyridin-2-yl)-1H-pyrazole-4-carbaldehyde ClC1=C(C(=NN1CC)C1=NC(=CC=C1)C)C=O